OC1=CC=C(C=C1)C(C#N)(C(C#N)(C1=CC=C(C=C1)OC)C1=CC=C(C=C1)O)C1=CC=C(C=C1)OC 2,3-bis(4-hydroxyphenyl)-2,3-bis(4-methoxyphenyl)succinonitrile